COC(=O)C1=C(C2=NC=CC(=C2S1)C1=C(C(=CC(=C1)F)F)F)N 3-amino-7-(2,3,5-trifluorophenyl)thieno[3,2-b]pyridine-2-carboxylic acid methyl ester